Methyl 2-(3-((tert-butyldimethylsilyl)oxy)-1,1-diphenylpropan-2-yl)-5-methoxy-1-methyl-6-oxo-1,6-dihydropyrimidine-4-carboxylate [Si](C)(C)(C(C)(C)C)OCC(C(C1=CC=CC=C1)C1=CC=CC=C1)C=1N(C(C(=C(N1)C(=O)OC)OC)=O)C